FC1CN(CCC1C(C)OC=1SC2=NC(=CC=C2N1)C1=CC=C(C=C1)S(=O)(=O)C)C1=NC(=NO1)C(C)C 5-(3-fluoro-4-(1-((5-(4-(methylsulfonyl)phenyl)thiazolo[5,4-b]pyridin-2-yl)oxy)ethyl)piperidin-1-yl)-3-isopropyl-1,2,4-oxadiazole